ClC=1C=C2C=C(N=CC2=C(N1)Cl)NC(=O)C1C(C1)F N-(6,8-dichloro-2,7-naphthyridin-3-yl)-2-fluoro-cyclopropanecarboxamide